N1,N4-Diphenyl-N1,N4-di-m-tolylbenzene-1,4-diamine C1(=CC=CC=C1)N(C1=CC=C(C=C1)N(C=1C=C(C=CC1)C)C1=CC=CC=C1)C=1C=C(C=CC1)C